ClC=1C=C(C=C2C=CC=NC12)N[C@H]1CN(CC1)C(=O)OC(C)(C)C tert-butyl (R)-3-((8-chloroquinolin-6-yl)amino)pyrrolidine-1-carboxylate